CC1(C(C=2C=CC=NC2CC1)NC1=C(C(C1=O)=O)NC1=C(C(=NC=C1)C(=O)N(C)C)O)C 4-((2-((6,6-dimethyl-5,6,7,8-tetrahydroquinolin-5-yl)amino)-3,4-dioxocyclobut-1-en-1-yl)amino)-3-hydroxy-N,N-dimethylpicolinamide